NNC(=N)C1=NC=C(C=C1)S(NC=1C(=CC=C2C=NN(C12)C)OC)(=O)=O N-amino-5-[(6-methoxy-1-methylindazol-7-yl)sulfamoyl]pyridine-2-carboximidamide